[5-(4-hexyloxy-1,2,5-thiadiazol-3-yl)-1-methyl-3,6-dihydro-2H-pyridin-1-ium-1-yl]methyl nonyl carbonate chloride [Cl-].C(OC[N+]1(CCC=C(C1)C1=NSN=C1OCCCCCC)C)(OCCCCCCCCC)=O